FC1=CC=C(C=C1)CN1C(C(=C(C2=CC=CN=C12)O)C(=O)NC1CCC(CC1)C)=O 1-[(4-fluorophenyl)methyl]-4-hydroxy-N-((1R,4R)-4-methylcyclohexyl)-2-oxo-1,8-naphthyridine-3-carboxamide